OOO.[Sn] tin hydroxyoxide